BrC(C(=C)F)(C(F)F)F 3-bromo-2,3,4,4-tetrafluorobut-1-ene